C(C1=CC=CC=C1)(C1=CC=CC=C1)N1CC(C1)(O)C=1C=NN(C1)C 1-benzhydryl-3-(1-methylpyrazol-4-yl)azetidin-3-ol